[Si].[Sn].[Zn] zinc-tin-silicon